S(=O)(=O)(OCC(CCCC)CC)[O-].[Na+] Sodium 2-ethylhexyl sulfate